COC=1C=CC(=NC1OCCC)C=1C(=NC=C(C1)C1CB(OC1)O)C 4-(5-Methoxy-2'-methyl-6-propoxy-[2,3'-bipyridin]-5'-yl)-1,2-oxaborolan-2-ol